FC1([C@@H]([C@H](CCC1)N1CCN(CCC1)C(C)C)N)F (1R,6S)-2,2-difluoro-6-[4-(propan-2-yl)-1,4-diazacycloheptan-1-yl]cyclohexan-1-amine